C(C)(C)(C)OC(=O)N1CCC(CC1)C=1N=C2N(C=C(C(=C2F)C(C)(C)O)NC(C2=NC(=CC=C2)C2(CC2)C(F)(F)F)=O)C1 4-(8-fluoro-7-(2-hydroxypropan-2-yl)-6-(6-(1-(trifluoromethyl)cyclopropyl)picolinamido)imidazo[1,2-a]pyridin-2-yl)piperidine-1-carboxylic acid tert-butyl ester